4,4,4-trifluoro-N-(2-methoxyphenyl)-3-oxobutanamide FC(C(CC(=O)NC1=C(C=CC=C1)OC)=O)(F)F